[5-[(1R)-1-(3,5-dimethylpyridazin-4-yl)ethoxy]-6-methoxy-1-tetrahydropyran-2-yl-indazol-3-yl]-2-fluoro-pyridine-3-carbonitrile CC=1N=NC=C(C1[C@@H](C)OC=1C=C2C(=NN(C2=CC1OC)C1OCCCC1)C1=C(C(=NC=C1)F)C#N)C